COC1CN2C(OC1)=CC=N2 6-methoxy-6,7-dihydro-5H-pyrazolo[5,1-b][1,3]oxazin